5-bromo-7-nitro-2-phenyl-1H-indole BrC=1C=C2C=C(NC2=C(C1)[N+](=O)[O-])C1=CC=CC=C1